C(C)(C)(CC)OOC1(CCCCC1)OOC(C)(C)CC bis(tert-amyl-peroxy)cyclohexane